N-[(1H-indol-6-yl)methyl]quinoxalin-2-amine N1C=CC2=CC=C(C=C12)CNC1=NC2=CC=CC=C2N=C1